C[O-].C[O-].C[O-].C[O-].C[O-].[Hf+4] hafnium pentamethoxide